5-(1-Cyclopropyl-5,6-difluoro-1H-benzo[d]imidazol-2-yl)pyridazine-3-carbaldehyde C1(CC1)N1C(=NC2=C1C=C(C(=C2)F)F)C=2C=C(N=NC2)C=O